4-[4-(1,3-benzoxazol-2-yl)-4-methylpiperidin-1-yl]-7-chloro-1-methyl-2-oxo-1,2-dihydroquinoline-3-carbonitrile O1C(=NC2=C1C=CC=C2)C2(CCN(CC2)C2=C(C(N(C1=CC(=CC=C21)Cl)C)=O)C#N)C